6-((2r,3r)-3-aminotetrahydro-2H-pyran-2-yl)-2-chloro-5-(difluoromethyl)-7-iodo-N-(thiophen-2-ylmethyl)-5H-pyrrolo[3,2-d]pyrimidin-4-amine N[C@H]1[C@@H](OCCC1)C1=C(C=2N=C(N=C(C2N1C(F)F)NCC=1SC=CC1)Cl)I